(1S,2S,4R)-N-(3-(pentafluoro-lambda6-sulfanyl)benzyl)bicyclo[2.2.1]heptane-2-carboxamide FS(C=1C=C(CNC(=O)[C@@H]2[C@H]3CC[C@@H](C2)C3)C=CC1)(F)(F)(F)F